1,16-bis(dimethylsilyl)hexadecane C[SiH](CCCCCCCCCCCCCCCC[SiH](C)C)C